P(O)(=O)(OP(=O)(O)OP(=O)(O)O)OC[C@@H]1[C@H](C[C@@H](O1)N1C(=O)N=C(N)C(=C1)CCC)O 5-propyl-2'-deoxycytidine-triphosphate